BrC1=C(C=CC2=C1N=S(C2)(C)=O)F 7-bromo-6-fluoro-2-methyl-3H-2λ4-benzo[c]isothiazol-2-oxide